O=C1OC2=C(N1)C=C(C=C2)NC2=NC(=NC=C2)N N4-(2-oxo-2,3-dihydro-1,3-benzoxazol-5-yl)-2,4-pyrimidinediamine